C(C)N1C[C@H](N(C[C@@H]1C)C1=CN=C(S1)C1=NNC(=C1CC(F)(F)F)C=1C=C(C=2N(C1)N=CN2)OC)C 5-((2R,5S)-4-ethyl-2,5-dimethylpiperazin-1-yl)-2-(5-(8-methoxy-[1,2,4]triazolo[1,5-a]pyridin-6-yl)-4-(2,2,2-trifluoroethyl)-1H-pyrazol-3-yl)thiazole